BrC1=CC(N(C=C1)C=1C=NN(C1)C)=O 4-bromo-1-(1-methyl-1H-pyrazol-4-yl)pyridin-2(1H)-one